FC=1C=C2C=C(NC2=CC1OCC=1N=CSC1)CNC(=O)C1(CC1)C N-((5-fluoro-6-(thiazol-4-ylmethoxy)-1H-indol-2-yl)methyl)-1-methylcyclopropane-1-carboxamide